CN1CC(N(CC1)CCNC(N)=O)=O 3-(2-(4-methyl-2-oxopiperazin-1-yl)ethyl)urea